C(C)(C)(C)N(C(O)=O)CCCN(C(=S)N)C=1C=C(C=CC1C)C1=CC=C(C=C1)CCN1CCN(CC1)C.ClP(C1=CC(=CC(=C1)C)C)C1=CC(=CC(=C1)C)C Chlorobis(3,5-dimethylphenyl)phosphine tert-Butyl-(3-(1-(4-methyl-4'-(2-(4-methylpiperazin-1-yl)ethyl)-[1,1'-biphenyl]-3-yl)thioureido)propyl)carbamate